C(C)C(CC1=C2C(=C(S1)CC(CCCC)CC)C(C=1C(=CSC1)C2=O)=O)CCCC 5,7-bis(2-ethylhexyl)benzo[1,2-C:4,5-C']dithiophene-4,8-dione